C(#N)C1C(=O)OCC1 cyano-γ-butyrolactone